rac-tert-Butyl N-[(3S,4S)-1-[7-(4-chloro-2-methyl-2H-indazol-5-yl)-5-{[2-(trimethylsilyl) ethoxy]methyl}-5H-pyrrolo[2,3-b]pyrazin-3-yl]-3-hydroxypiperidin-4-yl]carbamate ClC=1C2=CN(N=C2C=CC1C1=CN(C2=NC(=CN=C21)N2C[C@@H]([C@H](CC2)NC(OC(C)(C)C)=O)O)COCC[Si](C)(C)C)C |r|